2-chloro-N,N-dimethyl-4-(4-(2-((R)-3,3,3-trifluoro-2-hydroxy-2-phenylpropanoyl)-2-azaspiro[3.3]heptan-6-yl)piperazin-1-yl)benzamide ClC1=C(C(=O)N(C)C)C=CC(=C1)N1CCN(CC1)C1CC2(CN(C2)C([C@@](C(F)(F)F)(C2=CC=CC=C2)O)=O)C1